CN(CC=CC(=O)C1N(CCNC1)C1(CC=NC=C1F)C1=CC(=C(CC2=NOC(=N2)C(=O)N)C=C1)C)C 3-(4-(4-(4-(dimethylamino)but-2-enoylpiperazin-1-yl)-5-fluoropyridin-4-yl)-2-methylbenzyl)-1,2,4-oxadiazole-5-carboxamide